1-[7-[8-ethyl-7-fluoro-3-(methoxymethoxy)-1-naphthyl]-8-fluoro-5-isopropoxy-2-methylsulfonyl-pyrido[4,3-d]pyrimidin-4-yl]-3-methyl-piperidin-3-ol C(C)C=1C(=CC=C2C=C(C=C(C12)C1=C(C=2N=C(N=C(C2C(=N1)OC(C)C)N1CC(CCC1)(O)C)S(=O)(=O)C)F)OCOC)F